COC1=CC=C(C=C1)C1CCN(CC1)C1=C(C(N(C2=CC=CC=C12)C)=O)C#N 4-[4-(4-Methoxyphenyl)piperidin-1-yl]-1-methyl-2-oxo-1,2-dihydro-quinoline-3-carbonitrile